(S)-4-((2-acetamidoethyl)(4-(5,6,7,8-tetrahydro-1,8-naphthyridin-2-yl)butyl)amino)-2-((5-bromopyrimidin-2-yl)amino)butanoic acid C(C)(=O)NCCN(CC[C@@H](C(=O)O)NC1=NC=C(C=N1)Br)CCCCC1=NC=2NCCCC2C=C1